O1C=C(CC1)C1=NC=CC(=C1)C1=C2CN(C(C2=C(C=C1)NC1=NC=C(C=C1)N1CCN(CC1)C)=O)C(=O)OC(C)(C)C tert-butyl 4-(2-(4,5-dihydrofuran-3-yl) pyridin-4-yl)-7-((5-(4-methylpiperazin-1-yl) pyridin-2-yl) amino)-1-oxoisoindoline-2-carboxylate